2-(6-chloro-2-pyridyl)-2-[5-(methoxymethyl)-1,3-dimethyl-pyrazol-4-yl]acetonitrile ClC1=CC=CC(=N1)C(C#N)C=1C(=NN(C1COC)C)C